S1C(=CC=C1)[C@@H]([C@H](N)C(=O)O)O |&1:5| DL-β-(2-Thienyl)serine